3-aminopropanamide NCCC(=O)N